C1CC12COC(OC2)CN2N=NC(=C2)NC2=C(C=CC(=C2)C#CC2CC2)Cl 1-((5,7-dioxaspiro[2.5]oct-6-yl)methyl)-N-(2-chloro-5-(cyclopropylethynyl)phenyl)-1H-1,2,3-triazol-4-amine